CN1N=C2[C@@H](N(CCC2=C1C1=CC(=C(C(=C1)F)F)F)C(=O)C=1C=C2C=NNC2=C(C1)C)C (S)-(2,7-dimethyl-3-(3,4,5-trifluorophenyl)-2,4,5,7-tetrahydro-6H-pyrazolo[3,4-c]pyridin-6-yl)(7-methyl-1H-indazol-5-yl)methanone